bis(bromoacetyl)-1,2-ethylenediamine BrCC(=O)NCCNC(CBr)=O